(R)-α-methoxy-α-trifluoromethylphenylacetylchloride CO[C@@](C(=O)Cl)(C(F)(F)F)C1=CC=CC=C1